6-(3-(4-chlorobenzyl)ureido)-N-cyclohexylhexanamide ClC1=CC=C(CNC(NCCCCCC(=O)NC2CCCCC2)=O)C=C1